S1C=NC2=C1C=CC(=C2)NC2=CC=NC1=CC=C(C=C21)C2=CC(=C(C=C2)C(=O)N2CCN(CC2)C)Cl (4-(4-(benzo[d]thiazol-5-ylamino)quinolin-6-yl)-2-chlorophenyl)(4-methylpiperazin-1-yl)methanone